ClC1=CC(=C(C(=C1)F)C1=NC(=CN2C1=NC(=C(C2=O)C)C)C2CC(OCC2)C=2C=NN(C2)C)F 9-(4-chloro-2,6-difluorophenyl)-2,3-dimethyl-7-[2-(1-methylpyrazol-4-yl)oxan-4-yl]pyrazino[1,2-a]pyrimidin-4-one